C(C)C1(COC2=C3N1C(NC3=CC=C2)=O)C2=NC=CC=C2 4-ethyl-4-pyridin-2-yl-4,5-dihydroimidazo[1,5,4-de][1,4]benzoxazin-2(1H)-one